7,8-dimethyl-3-(pentan-3-yl)-2,3,4,5-tetrahydro-1H-benzo[d]azepine-6,9-dione CC=1C(C2=C(CCN(CC2)C(CC)CC)C(C1C)=O)=O